C(C)[C@@H]1CN(C[C@@H]1NC1=C2C(=NC=C1C(F)(F)F)NC=C2)C(=O)NCC#N (cis)-3-ethyl-N-(cyanomethyl)-4-((5-(trifluoromethyl)-1H-pyrrolo[2,3-b]pyridin-4-yl)amino)pyrrolidine-1-carboxamide